1-{(3R)-3-[2-{(2E)-2-[(3-methylphenyl)methylidene]hydrazinyl}-4-(morpholin-4-yl)-5,7-dihydro-6H-pyrrolo[3,4-d]pyrimidin-6-yl]pyrrolidin-1-yl}prop-2-en-1-one CC=1C=C(C=CC1)\C=N\NC=1N=C(C2=C(N1)CN(C2)[C@H]2CN(CC2)C(C=C)=O)N2CCOCC2